N1(CCCCC1)C1=CC=C(C=C1)OC1=C(C=C(C=C1)NC1=C(C=CC=C1)[N+](=O)[O-])C1=CC=C(N1)C(=O)O 5-(2-{[4-(hexahydropyridin-1-yl)phenyl]oxy}-5-[(2-nitrophenyl)amino]phenyl)-1H-pyrrole-2-carboxylic acid